4-(3-bromo-9-chloro-6,6-dimethyl-11-oxo-6,11-dihydro-5H-benzo[b]carbazol-8-yl)piperazine-1-carboxylic acid tert-butyl ester C(C)(C)(C)OC(=O)N1CCN(CC1)C=1C(=CC2=C(C(C=3NC4=CC(=CC=C4C3C2=O)Br)(C)C)C1)Cl